ClC1=C(C(=CC=C1Cl)F)C1(CNCC1)NC=1C=C2C(N(C=NC2=CC1)C([2H])([2H])[2H])=O 6-((3-(2,3-dichloro-6-fluorophenyl)pyrrolidin-3-yl)amino)-3-(methyl-d3)quinazolin-4(3H)-one